barium bromoborate B([O-])([O-])Br.[Ba+2]